(S)-4-(4-(4-ethynylbenzyl)-3-methylpiperazin-1-yl)-3-fluorobenzonitrile C(#C)C1=CC=C(CN2[C@H](CN(CC2)C2=C(C=C(C#N)C=C2)F)C)C=C1